FC(CS(=O)(=O)N1CCNCC1)(F)F 1-(2,2,2-Trifluoroethanesulfonyl)-piperazine